O=C(CCC(=O)O)C=1C=NC=CC1 4-oxo-4-(3-pyridyl)-butanoic acid